7-bromo-5-methyl-N-(methylsulfonyl)thieno[3,2-b]pyridine-3-carboxamide BrC1=C2C(=NC(=C1)C)C(=CS2)C(=O)NS(=O)(=O)C